FC=1C=NN(C1C(C)=O)[C@H](C)C1=CC=CC=C1 (R)-1-(4-fluoro-1-(1-phenylethyl)-1H-pyrazol-5-yl)ethan-1-one